6,12-dibromo-2-(2-{2-[(1S,4S)-2-oxa-5-azabicyclo[2.2.1]heptan-5-yl]ethoxy}ethyl)-9-oxa-2,4-diazatricyclo[8.4.0.0^{3,8}]tetradeca-1(10),3(8),4,6,11,13-hexaene BrC=1C=NC=2N(C=3C=CC(=CC3OC2C1)Br)CCOCCN1[C@@H]2CO[C@H](C1)C2